C(C)(C)(C)OC(NC1=CC=C(C=C1)CSC1=NC(=C(C(=C1C#N)CC)C#N)N1CCN(CCC1)C)=O (4-(((3,5-dicyano-4-ethyl-6-(4-methyl-1,4-diazepan-1-yl)pyridin-2-yl)thio)methyl)phenyl)carbamic acid tert-butyl ester